COC(=O)C=1C=NC=C(C1)C(=O)OC Pyridine-3,5-dicarboxylic acid dimethyl ester